ClC1=C(C=C(C=C1)N1C[C@@H](CC1=O)C(=O)NC1=CC(=NN1)C1CC1)C (R)-1-(4-chloro-3-methylphenyl)-N-(3-cyclopropyl-1H-pyrazol-5-yl)-5-oxopyrrolidine-3-carboxamide